C1(CC1)CNC1=C2C(=NC=3C=C(C(=CC13)OC)OCCCN1CC(CC1)CF)CCC2 N-(cyclopropylmethyl)-6-{3-[3-(fluoromethyl)pyrrolidin-1-yl]propoxy}-7-methoxy-1H,2H,3H-cyclopenta[b]quinolin-9-amine